1-(4-((4-fluorophenyl)(4-methoxyphenyl)amino)piperidine-1-carbonyl)-1H-benzo[d][1,2,3]triazole-5-carbonitrile FC1=CC=C(C=C1)N(C1CCN(CC1)C(=O)N1N=NC2=C1C=CC(=C2)C#N)C2=CC=C(C=C2)OC